COC1=CC=C(OC=2C=C(C(=CC2OC2=CC=C(C=C2)OC)C#N)C#N)C=C1 4,5-bis(4-methoxyphenoxy)benzene-1,2-dicarbonitrile